CC1=C(C(=CC=C1)C)NC1=NN(C2=NC(=NC=C21)NC2=CC=C(C=C2)C2CCN(CC2)C(=O)C2CCN(CC2)C2=CC1=C(NC(N1C)=O)C=C2)C 5-(4-(4-(4-((3-((2,6-dimethylphenyl)amino)-1-methyl-1H-pyrazolo[3,4-d]pyrimidine-6-yl)amino)phenyl)piperidine-1-carbonyl)piperidin-1-yl)-3-methyl-2-oxo-2,3-dihydro-1H-benzo[d]imidazole